2-[2-(1-piperidinyl)ethoxy]ethyl-N-methyl-N-(3-aminopropyl)-amine N1(CCCCC1)CCOCCN(CCCN)C